O=C1N(C(CC1)=O)CCCNC(CNC(CNC(CNC(CCC(C)N1C(C=CC1=O)=O)=O)=O)=O)=O 2,5-dioxopyrrolidin-1-yl-17-(2,5-Dioxo-2,5-dihydro-1H-pyrrol-1-yl)-5,8,11,14-tetraoxo-4,7,10,13-tetraazaoctadecane